N=1N=C(NC1)COC1=C(C=C(C=C1OC)C1=C(C=CC=2N(C(N(C21)C)=O)CC(=O)NC2=CC=C(C=C2)F)F)F 2-(4-(4-((4H-1,2,4-triazol-3-yl)methoxy)-3-fluoro-5-methoxyphenyl)-5-fluoro-3-methyl-2-oxo-2,3-dihydro-1H-benzo[d]imidazol-1-yl)-N-(4-fluorophenyl)acetamide